(2S)-3-[1-tert-Butoxycarbonyl-5,7-difluoro-2-(4-fluorophenyl)indol-3-yl]-2-methyl-propionic acid C(C)(C)(C)OC(=O)N1C(=C(C2=CC(=CC(=C12)F)F)C[C@@H](C(=O)O)C)C1=CC=C(C=C1)F